C(=O)O.N1C[C@H](CCC1)C1=C(C(=NC(=N1)N)C1=CNC2=NC(=CC=C21)C2OCCCC2)C(F)(F)F ((S)-piperidin-3-yl)-4-(6-(tetrahydropyran-2-yl)-1H-pyrrolo[2,3-b]pyridin-3-yl)-5-(trifluoromethyl)pyrimidine-2-amine formate salt